OC1CCN(CC1)C=1C=CC(=NC1)NC=1C2=C(C(=NC1)C1=CN=C3N1C=CC=C3)CNC2=O 7-[[5-(4-hydroxy-1-piperidyl)-2-pyridyl]amino]-4-imidazo[1,2-a]pyridin-3-yl-2,3-dihydro-pyrrolo[3,4-c]pyridin-1-one